tert-butyl (2-((7-bromopyrrolo[2,1-f][1,2,4]triazin-2-yl)amino)ethyl)carbamate BrC1=CC=C2C=NC(=NN21)NCCNC(OC(C)(C)C)=O